O1C=2C(OCC1)=C(SC2)C2=NC1=CC=CC=C1C(=C2)C(C)NC(C2=C(C=CC=C2)C)=O N-{1-[2-(2,3-dihydrothieno[3,4-b][1,4]dioxin-5-yl)quinolin-4-yl]ethyl}-2-methylbenzamide